CN(C)[Sb](N(C)C)N(C)C tri(dimethylamino)antimony